N-[1-[[2-chloro-5-[2-(dimethylamino)-4-pyridyl]phenyl]methyl]-2-[4-(3-methylimidazol-4-yl)anilino]-2-oxo-ethyl]-2-methyl-pyrazole-3-carboxamide ClC1=C(C=C(C=C1)C1=CC(=NC=C1)N(C)C)CC(C(=O)NC1=CC=C(C=C1)C=1N(C=NC1)C)NC(=O)C=1N(N=CC1)C